ClC1=C(C(=NN1C)C1=NOC(=C1)C)CN1C[C@H](CC1)CNCCC(C)(C)C (R)-N-((1-((5-Chloro-1-methyl-3-(5-methylisoxazol-3-yl)-1H-pyrazol-4-yl)methyl)pyrrolidin-3-yl)methyl)-3,3-dimethylbutan-1-amine